N-(3,3-difluorocyclobutyl)-2-(3-(6-(difluoromethoxy)pyridin-3-yl)-6-oxopyridazin-1(6H)-yl)acetamide FC1(CC(C1)NC(CN1N=C(C=CC1=O)C=1C=NC(=CC1)OC(F)F)=O)F